2-(((2-amino-4-bromo-5-methoxyphenyl)thio)methyl)-2-methylbutyric acid NC1=C(C=C(C(=C1)Br)OC)SCC(C(=O)O)(CC)C